BrC1=CC=C(C=2OC3=CC=CC=C3C(C2)=O)C=C1 4'-bromoflavone